CC=1NC(=C(N1)C1=CC(=C(C(=C1)F)F)F)C=1C=C2N=CC=NC2=CC1 6-(2-Methyl-4-(3,4,5-trifluorophenyl)-1H-imidazol-5-yl)quinoxaline